Cl.Cl.Cl.C(C)N1CCN(CC1)C(=O)C=1C(=NC(=CC1C)C(F)(F)F)C1=C2C(=NC=C1)C=C(S2)CN2C(C1C(C1C2=O)(C)C)=O 3-((7-(3-(4-ethylpiperazine-1-carbonyl)-4-methyl-6-(trifluoromethyl)pyridin-2-yl)thieno[3,2-b]pyridin-2-yl)methyl)-6,6-dimethyl-3-azabicyclo[3.1.0]hexane-2,4-dione trihydrochloride